C1(CC1)OC=1C=CC(=C(C(=O)O)C1)[N+](=O)[O-] 5-Cyclopropoxy-2-nitrobenzoic acid